N-(10-ethyl-11-oxo-10,11-dihydrodibenzo[b,f][1,4]oxazepin-2-yl)-2-methoxyacetamide C(C)N1C2=C(OC3=C(C1=O)C=C(C=C3)NC(COC)=O)C=CC=C2